2-((dimethylamino)methyl)-N-(3-(((7-(pyridin-4-yl)-2,3-dihydrofuro[3,2-c]pyridin-4-yl)amino)methyl)phenyl)thiazole-4-carboxamide CN(C)CC=1SC=C(N1)C(=O)NC1=CC(=CC=C1)CNC1=NC=C(C2=C1CCO2)C2=CC=NC=C2